F[C@@H]1[C@@H](CCC1)N (1R,2S)-2-fluorocyclopentane-1-amine